2-chloro-7-(3,3-difluorocyclohexyl)-5-isopropyl-5H-pyrrolo[3,2-d]pyrimidine ClC=1N=CC2=C(N1)C(=CN2C(C)C)C2CC(CCC2)(F)F